CC1=NN2C(C(=C(C=C2)NC(=O)N2CCC=3C2=NC=CC3N3C[C@@H](N(CC3)C(=O)OC(C)(C)C)C)C)=C1 tert-butyl (S)-4-(1-((2,4-dimethylpyrazolo[1,5-a]pyridin-5-yl)carbamoyl)-2,3-dihydro-1H-pyrrolo[2,3-b]pyridin-4-yl)-2-methylpiperazine-1-carboxylate